tert-butyl (R)-3-(4-(10-methyl-8-oxo-9,10,11,12-tetrahydro-8H-[1,4]diazepino[5',6':4,5]thieno[3,2]quinolin-3-yl)-1H-pyrazol-1-yl)azetidine-1-carboxylate CN1CC(NC2=C(SC=3C2=CC=C2C=C(C=NC32)C=3C=NN(C3)C3CN(C3)C(=O)OC(C)(C)C)C1)=O